2,7-BIS(PHENYL)-BENZO[LMN][3,8]PHENANTHROLINE-1,3,6,8(2H,7H)-TETRONE C1(=CC=CC=C1)N1C(C=2C=CC=3C(N(C(C=4C3C2C(C1=O)=CC4)=O)C4=CC=CC=C4)=O)=O